methyl difluoropropyl ether FC(CCOC)F